5-ethyl-1'-[(1-phenylpyrazol-4-yl)methyl]spiro[1H-isobenzofuran-3,4'-piperidine]-1-carboxamide C(C)C=1C=C2C(=CC1)C(OC21CCN(CC1)CC=1C=NN(C1)C1=CC=CC=C1)C(=O)N